C(#N)C1=C(C=CC=C1N1CCC(CC1)NC(OC(C)(C)C)=O)C1=CC(=C(C=C1)C#N)F Tert-butyl (1-(2,4'-dicyano-3'-fluoro-[1,1'-biphenyl]-3-yl)piperidin-4-yl)carbamate